N1C(COCC1)C(CC1OC(C2=CC=CC=C12)=O)C 3-(2-(3-morpholinyl)propyl)-1(3H)-isobenzofuranone